[(2R,5S)-2-methyl-5-(p-tolyl)piperazin-1-yl]-[1-(trifluoromethyl)cyclopropyl]methanone C[C@H]1N(C[C@@H](NC1)C1=CC=C(C=C1)C)C(=O)C1(CC1)C(F)(F)F